3,5-dihydro-4H-imidazo[4,5-c]pyridin-4-one N1=CNC=2C(NC=CC21)=O